ClC=1N=C2C(=NC1NS(=O)(=O)CC#CC)N(C(=N2)C2=NC(=CC=C2)OCC)C2=C(C=CC=C2OC)OC N-(5-Chloro-1-(2,6-dimethoxyphenyl)-2-(6-ethoxypyridin-2-yl)-1H-imidazo[4,5-b]pyrazin-6-yl)but-2-yne-1-sulfonamide